5-methoxy-4-(methylamino)-1-phenyl-7-(trifluoromethyl)quinazolin-2(1H)-one COC1=C2C(=NC(N(C2=CC(=C1)C(F)(F)F)C1=CC=CC=C1)=O)NC